(5S)-5-{[2-(2-{[tert-Butyl(dimethyl)silyl]oxy}phenyl)ethyl][2-(4-cyanophenyl)ethyl]amino}-5,6,7,8-tetrahydrochinolin-2-carbonitril [Si](C)(C)(C(C)(C)C)OC1=C(C=CC=C1)CCN([C@@H]1C=2C=CC(=NC2CCC1)C#N)CCC1=CC=C(C=C1)C#N